C1N(CC12CNCC2)C(=O)OC(C)(C)C rac-tert-butyl 2,6-diazaspiro[3.4]octane-2-carboxylate